tert-butyl-rel-(6R,7R)-2,2-dioxo-7-({[(1s,4s)-4-{2-[2-(tert-butoxy)-2-oxoethoxy]-phenyl}cyclohexyl]oxy} methyl)-2λ6-thia-1,8-diazaspiro[5.5]undecane-8-carboxylate C(C)(C)(C)OC(=O)N1[C@H]([C@]2(CCCS(N2)(=O)=O)CCC1)COC1CCC(CC1)C1=C(C=CC=C1)OCC(=O)OC(C)(C)C |o1:8,9|